FC=1C(=C(C(=O)O)C=CC1)NC(C)C1=CC(=CC=2C=3N(C(=NC12)N1CCOCC1)C=C(N3)C(F)(F)F)C 3-fluoro-2-((1-(9-methyl-5-morpholino-2-(trifluoromethyl)imidazo[1,2-c]quinazolin-7-yl)ethyl)amino)benzoic acid